5-[(diethoxyphosphoryl)(fluoro)methyl]-1-benzothiophene-2-carboxylic acid C(C)OP(=O)(OCC)C(C=1C=CC2=C(C=C(S2)C(=O)O)C1)F